[N+](=O)([O-])C1=CC=C(OC(=O)OC(CNC(OCC2C3CC/C=C/CCC23)=O)CNC(OCC2C3CC/C=C/CCC23)=O)C=C1 bis(((E)-bicyclo[6.1.0]non-4-en-9-yl)methyl) (2-(((4-nitrophenoxy)carbonyl)oxy)propane-1,3-diyl)dicarbamate